C(C)(C)(C)C=1OC(=CN1)NC(C1=C(C=C(C(=C1)C=1C=C(C=2N(C1)C(=CN2)F)N2CCOCC2)C)F)=O N-(2-(Tert-butyl)oxazol-5-yl)-2-fluoro-5-(3-fluoro-8-morpholinoimidazo[1,2-a]pyridin-6-yl)-4-methylbenzamide